2-(p-tolyl) ethylene oxide C1(=CC=C(C=C1)C1CO1)C